C1(C=CC=C1)[Ti](C)(C)NC12CC3CC(CC(C1)C3)C2 (cyclopentadienyl)(1-adamantylamino)dimethyl-titanium